ClC=1C=C(C=C(C1)NS(=O)(=O)C)NC(=O)C1=CN(C(=C1)C1=NC=C(C=C1F)OC1CN(C1)C(C)C)C N-(3-chloro-5-(methylsulfonamido)phenyl)-5-(3-fluoro-5-((1-isopropylazetidin-3-yl)oxy)pyridin-2-yl)-1-methyl-1H-pyrrole-3-carboxamide